rac-N-(2'-(5,5-difluorotetrahydro-2H-pyran-2-yl)-3-fluoro-[2,4'-bipyridin]-3'-yl)-2-ethoxypyrimidine-5-carboxamide FC1(CC[C@@H](OC1)C1=NC=CC(=C1NC(=O)C=1C=NC(=NC1)OCC)C1=NC=CC=C1F)F |r|